(3R)-3-{[2-(4-hydroxyphenyl)[1,2,4]triazolo[1,5-c]quinazolin-5-yl]amino}azepin-2-one OC1=CC=C(C=C1)C1=NN2C(=NC=3C=CC=CC3C2=N1)NC=1C(N=CC=CC1)=O